Cl.C(C)(C)(C)OC(=O)N(N)C1CCC(CC1)NC(=O)OCC1=CC=CC=C1 (4-(((benzyloxy)carbonyl)amino)cyclohexyl)hydrazine-1-carboxylic acid tert-butyl ester hydrochloride